4-bromo-N-(4-(chlorodifluoromethoxy)phenyl)-1-isopropyl-3-methylindoline-6-carboxamide BrC1=C2C(CN(C2=CC(=C1)C(=O)NC1=CC=C(C=C1)OC(F)(F)Cl)C(C)C)C